Benzyl 4-[(3-fluoroazetidin-3-yl) methyl]piperazine-1-carboxylate FC1(CNC1)CN1CCN(CC1)C(=O)OCC1=CC=CC=C1